COC1=CC=C(OCCC(C=2SC=CC2)N(C)C)C=C1 3-(4-methoxyphenoxy)-1-(thiophen-2-yl)-N,N-dimethylpropylamine